O1C=NC(C=C1)=O [1,3]oxazine-4-one